4-methoxy-2-(trichloromethyl)-1H-1,3-benzodiazole COC1=CC=CC=2NC(=NC21)C(Cl)(Cl)Cl